ethyl 2-[(5-methylpyrazin-2-yl) methylamino]-2-oxo-acetate CC=1N=CC(=NC1)CNC(C(=O)OCC)=O